Cl.N1C=C(C2=CC=CC=C12)CCNC=1N=C(C(=NC1C=1C=NC=NC1)C(=O)NC(N)=N)N 5-((2-(1H-indol-3-yl)ethyl)amino)-3-amino-N-carbamimidoyl-6-(pyrimidin-5-yl)pyrazine-2-carboxamide hydrochloride